COC=1C=C(C(=O)NC2CN(CCC2)C(CC)=O)C=CC1 3-methoxy-N-(1-propionylpiperidin-3-yl)benzamide